(S)-1-(8-chloro-6-(4,4,5,5-tetramethyl-1,3,2-dioxaborolan-2-yl)-3,4-dihydroisoquinolin-2(1H)-yl)propan-2-ol ClC=1C=C(C=C2CCN(CC12)C[C@H](C)O)B1OC(C(O1)(C)C)(C)C